2-Ethylvalerat C(C)C(C(=O)[O-])CCC